CC(C)C=1C=C(C=CC1)B(O)O [3-(propan-2-yl)phenyl]boronic acid